CC=1C=CC=2N(C3=CC=C(C=C3C2C1)C)C1=CC=C(C=C1)B(O)O (4-(3,6-dimethyl-9H-carbazol-9-yl)phenyl)boronic acid